tert-butyl 4-[1-[3-(difluoromethoxy)-4-fluoro-phenyl]-5-methyl-pyrazol-3-yl]piperazine-1-carboxylate FC(OC=1C=C(C=CC1F)N1N=C(C=C1C)N1CCN(CC1)C(=O)OC(C)(C)C)F